3-chloro-5-ethyl-1-(4-vinylbenzyl)-1H-1,2,4-triazole ClC1=NN(C(=N1)CC)CC1=CC=C(C=C1)C=C